C(C)(C)(C)OC(=O)N1CC(C1)C1=CC=C(C=C1)OC1CCCC1.C1(CCCC1)OC1=CC=C(C=C1)C1CN(C1)C(=O)N1C[C@@H]2[C@@H](OCC(N2)=O)CC1 (4aR,8aS)-6-[3-[4-(Cyclopentoxy)phenyl]azetidine-1-carbonyl]-4,4a,5,7,8,8a-hexahydropyrido[4,3-b][1,4]oxazin-3-one tert-Butyl-3-(4-(cyclopentyloxy)phenyl)azetidine-1-carboxylate